racemic-cis-3-methyl-4-(3-methyl-4-(trifluoromethyl)phenyl)piperidine C[C@@H]1CNCC[C@@H]1C1=CC(=C(C=C1)C(F)(F)F)C |r|